FC=1C=C(C=C(C1)F)N1C(OC(C1)(C)C(=O)N[C@H]1C=C[C@H](C1)C(=O)O)=O (1S,4R)-4-[[[3-(3,5-difluorophenyl)-5-methyl-2-oxo-5-oxazolidinyl]carbonyl]amino]-2-cyclopentene-1-carboxylic acid